N1=CC(=CC=C1)C1=CC(=NO1)C(=O)NCCC1C2CN(CC12)C1=NC=CC=N1 5-(Pyridin-3-yl)-N-(2-(3-(pyrimidin-2-yl)-3-azabicyclo[3.1.0]hexan-6-yl)ethyl)isoxazol-3-carboxamid